5-(piperazin-1-yl)picolinonitrile N1(CCNCC1)C=1C=CC(=NC1)C#N